ClC1=C(C=C(C=C1)NC(=O)N1C2CC(CC1C2)C)[C@H]2[C@@H](CCC2)C#N N-(4-chloro-3-(trans-2-cyanocyclopentyl)phenyl)-3-methyl-6-azabicyclo[3.1.1]heptane-6-carboxamide